CCC(CC)N1CCCCC1 1-(pentan-3-yl)piperidin